C(#N)C=1C=C(SC1)CNC(=O)C1NCC2(OCCO2)C1 N-((4-cyanothiophen-2-yl)methyl)-1,4-dioxa-7-azaspiro[4.4]nonane-8-carboxamide